N-(2-Aminophenyl)-4-oxo-3-(2-(trifluoromethoxy)ethyl)-3,4-dihydroimidazo[5,1-d][1,2,3,5]tetrazine-8-carboxamide NC1=C(C=CC=C1)NC(=O)C=1N=CN2C1N=NN(C2=O)CCOC(F)(F)F